N-(3-cyano-4-methyl-1H-indol-7-yl)-1-(3-hydroxy-1,1-dimethyl-propyl)pyrazole-4-sulfonamide C(#N)C1=CNC2=C(C=CC(=C12)C)NS(=O)(=O)C=1C=NN(C1)C(CCO)(C)C